diphenylphosphonic azide C1=CC=C(C=C1)OP(=O)(N=[N+]=[N-])OC2=CC=CC=C2